(RS)-[2-[4-(3-ethoxy-2-hydroxy-propoxy)-phenylcarbamoyl]ethyl]dimethyl-sulfonium p-toluenesulfonate CC1=CC=C(C=C1)S(=O)(=O)[O-].C(C)OC[C@H](COC1=CC=C(C=C1)NC(=O)CC[S+](C)C)O |r|